FC1=CC=2N(C=C1NC(=O)N1CCC=3C1=NC=CC3N3C[C@H](CC3)N(C(OC(C)(C)C)=O)C)C=C(N2)C tert-butyl (S)-(1-(1-((7-fluoro-2-methylimidazo[1,2-a]pyridin-6-yl)carbamoyl)-2,3-dihydro-1H-pyrrolo[2,3-b]pyridin-4-yl)pyrrolidin-3-yl)(methyl)carbamate